2-(5-bromo-1-(1-((1s,4s)-4-isopropylcyclohexyl)piperidin-4-yl)-2-oxoindolin-3-yl)-N'-methyl-acetohydrazide BrC=1C=C2C(C(N(C2=CC1)C1CCN(CC1)C1CCC(CC1)C(C)C)=O)CC(=O)NNC